2,4-di-n-butyl-2,4-diethylcyclobutane-1,3-dione C(CCC)C1(C(C(C1=O)(CC)CCCC)=O)CC